C(N)(=O)C=1C(OC2=C(C=C(C=C2C1)C1=CC=C(C=C1)CC(=O)O)F)=N 2-(4-(3-carbamoyl-8-fluoro-2-imino-2H-chromen-6-yl)phenyl)acetic acid